5-methyl-pyrroleformaldehyde CC1=CC=C(N1)C=O